[Zn].[Se] selenium-Zinc